N-(5-chloro-6-(2H-1,2,3-triazol-2-yl)pyridin-3-yl)-3-methyl-4-(1-oxo-1,2-dihydroisoquinolin-5-yl)benzamide ClC=1C=C(C=NC1N1N=CC=N1)NC(C1=CC(=C(C=C1)C1=C2C=CNC(C2=CC=C1)=O)C)=O